N-(4-((3-(2-aminopyrimidin-4-yl)-4-hydroxyphenyl)amino)-3-fluorophenyl)-N-(4-fluorophenyl)Cyclopropane-1,1-dicarboxamide NC1=NC=CC(=N1)C=1C=C(C=CC1O)NC1=C(C=C(C=C1)N(C(=O)C1(CC1)C(=O)N)C1=CC=C(C=C1)F)F